C(#N)CC1(CN(C1)C=1N=CC(=NC1)C(=O)NC(C)C)N1N=CC(=C1)C=1C2=C(N=CN1)NC=C2 5-{3-(cyano-methyl)-3-[4-(7H-pyrrolo[2,3-d]pyrimidin-4-yl)-1H-pyrazol-1-yl]azetidin-1-yl}-N-isopropyl-pyrazine-2-carboxamide